2-benzyloxymethyl-7-(3,6-dihydro-2H-pyran-4-yl)-3H-imidazo[5,1-f][1,2,4]triazin-4-one C(C1=CC=CC=C1)OCC1=NN2C(C(N1)=O)=CN=C2C=2CCOCC2